4-(4-nitro-1H-imidazol-1-yl)benzamide tert-butyl-(2-(8-((cyclobutylmethyl)sulfanyl)imidazo[1,5-a]pyridin-3-yl)propan-2-yl)carbamate C(C)(C)(C)N(C(O)=O)C(C)(C)C1=NC=C2N1C=CC=C2SCC2CCC2.[N+](=O)([O-])C=2N=CN(C2)C2=CC=C(C(=O)N)C=C2